COC(=O)C1=NC=C(C=C1)B1OC(C)(C)C(C)(C)O1 2-methoxycarbonylpyridine-5-boronic acid pinacol ester